C(C)(=O)C=1C(=C(C=CC1)C(C(=O)OCC)(F)F)C ethyl 2-(3-acetyl-2-methyl-phenyl)-2,2-difluoroacetate